2-(azetidin-3-yl)-N-ethylacetamide hydrochloride Cl.N1CC(C1)CC(=O)NCC